C(C)(C)(C)OC(=O)NC1=CN(C2=CC=C(C=C12)O[C@@H]1C[C@@H](C1)C=1C=NC(=CC1)C(F)(F)F)C(=O)OC(C)(C)C tert-Butyl 3-[(tert-butoxycarbonyl)amino]-5-[cis-3-[6-(trifluoromethyl)pyridin-3-yl]cyclobutoxy]indole-1-carboxylate